CC(C[15N]=C(C1=CC=CC=C1)C1=CC=CC=C1)CCC1=CC=CC=C1 N-(2-methyl-4-phenylbutyl)-1,1-diphenylmethanimine-15N